BrC=1C=C(C=CC1)S(=O)(=O)N1C=C(C=C1C1=C(C=CC=C1)F)CN(C(OC(C)(C)C)=O)C tert-butyl ((1-((3-bromophenyl)sulfonyl)-5-(2-fluorophenyl)-1H-pyrrol-3-yl)methyl)(methyl)carbamate